2-[4-[2-[2-[1-[2-[4-[2-[4-[2-[2-[4-(carboxymethyl)phenyl]acetyl]oxyethyl]-1-piperidyl]acetyl]piperazin-1-yl]-2-oxo-ethyl]-4-piperidyl]ethoxy]-2-oxo-ethyl]phenyl]acetic acid C(=O)(O)CC1=CC=C(C=C1)CC(=O)OCCC1CCN(CC1)CC(=O)N1CCN(CC1)C(CN1CCC(CC1)CCOC(CC1=CC=C(C=C1)CC(=O)O)=O)=O